methyl 2-(3-(6-(5-cyclopropyl-3-(2-hydroxyphenyl)thieno[2,3-c]pyridazin-6-yl)-2,6-diazaspiro[3.3]heptan-2-yl)isoxazol-5-yl)-3-methylbutanoate C1(CC1)C1=C(SC=2N=NC(=CC21)C2=C(C=CC=C2)O)N2CC1(CN(C1)C1=NOC(=C1)C(C(=O)OC)C(C)C)C2